C(C)OC1=C(OCC(=O)NC2=CC=CC=C2)C=CC(=C1)\C=C\C(=O)C1=CC=C(C=C1)O 2-[2-Ethoxy-4-[(E)-3-(4-hydroxyphenyl)-3-oxoprop-1-enyl]phenoxy]-N-phenylacetamide